2-((2S,4S)-1-acryloyl-4-(6,8-dichloro-4-(3-(dimethylamino)azetidin-1-yl)-7-(5-fluoroquinolin-8-yl)-1H-[1,2,3]triazolo[4,5-c]quinolin-1-yl)piperidin-2-yl)acetonitrile C(C=C)(=O)N1[C@@H](C[C@H](CC1)N1N=NC=2C(=NC=3C(=C(C(=CC3C21)Cl)C=2C=CC(=C1C=CC=NC21)F)Cl)N2CC(C2)N(C)C)CC#N